4'-(naphthalene-2,7-diylbis(1H-1,2,3-triazole-4,1-diyl))bis(2-hydroxybenzoic acid) C1=C(C=CC2=CC=C(C=C12)C=1N=NN(C1)C=1C(=C(C(=O)O)C=CC1)O)C=1N=NN(C1)C=1C(=C(C(=O)O)C=CC1)O